CC1(CCC(CC1)C1=CC=C(C=C1)NC1CC(C1)O)C 3-((4-(4,4-dimethylcyclohexyl)phenyl)amino)cyclobutan-1-ol